7-[6-[3-[2-[3-[2-(azetidin-3-yloxy)ethyl]cyclobutyl]ethoxy]cyclobutoxy]-3-pyridyl]-5-methyl-pyrido[4,3-b]indole N1CC(C1)OCCC1CC(C1)CCOC1CC(C1)OC1=CC=C(C=N1)C=1C=CC=2C3=C(N(C2C1)C)C=CN=C3